NC=1N=NC(=CC1C=1C=NN(C1)C1CCN(CC1)C1CCC(CC1)C1=C2CCN(C2=CC=C1)[C@@H]1C(NC(CC1)=O)=O)C1=C(C=CC=C1)O (3S)-3-[4-[4-[4-[4-[3-amino-6-(2-hydroxyphenyl)pyridazin-4-yl]pyrazol-1-yl]-1-piperidyl]cyclohexyl]indolin-1-yl]piperidine-2,6-dione